3,3-difluoro-N-{cis-3-[methyl-(7H-pyrrolo[2,3-d]pyrimidin-4-yl)amino]cyclobutyl}cyclobutane-sulfonamide FC1(CC(C1)S(=O)(=O)N[C@@H]1C[C@@H](C1)N(C=1C2=C(N=CN1)NC=C2)C)F